FC1=NC=CC(=C1)/C(/C(=O)N)=C\N1N=C(N=C1)C1=CC(=CC(=C1)C(F)(F)F)S(F)(F)(F)(F)F (E)-2-(2-fluoropyridin-4-yl)-3-(3-(3-(pentafluorosulfanyl)-5-(trifluoromethyl)phenyl)-1H-1,2,4-triazol-1-yl)acrylamide